1,3,3,3-tetrafluoropropane FCCC(F)(F)F